C(C(C)C)C1=C(C=CC=C1)N isobutyl-aminobenzene